FC=1C=C(C=C(C1)F)C(C#N)=C1CCN(CC1)C(=O)N1CC=2N(CC1)N=CN2 2-(3,5-difluorophenyl)-2-(1-(5,6,7,8-tetrahydro-[1,2,4]triazolo[1,5-a]pyrazine-7-carbonyl)piperidin-4-ylidene)acetonitrile